C[C@@H]1C=2C=CC=NC2CCN1C(=O)Cl (R)-5-methyl-7,8-dihydro-1,6-naphthyridine-6(5H)-carbonyl chloride